2,4,5-Trichlorophenoxyacetic acid, butyl ester ClC1=C(OCC(=O)OCCCC)C=C(C(=C1)Cl)Cl